8-cyclopropyl-6-(3-pyridin-4-yl-propoxy)-2-thieno[2,3-c]pyridin-5-yl-3-(2-trimethylsilyl-ethoxymethyl)-3H-quinazolin-4-one C1(CC1)C=1C=C(C=C2C(N(C(=NC12)C=1C=C2C(=CN1)SC=C2)COCC[Si](C)(C)C)=O)OCCCC2=CC=NC=C2